2-propenyl-5-(methyl)decanol C(=CC)C(CO)CCC(CCCCC)C